N1=CC(=CC2=CC=CC=C12)C1OC2=C(C=NC1)C=CC=C2 (quinolin-3-yl)-2,3-dihydro-1,4-benzoxazepine